C(C1=CC=CC=C1)OC1=C(C(=NC(=C1)[C@@H]1O[C@]([C@H]([C@H]1C1=C(C(=C(C=C1)F)F)OC)C)(C(F)(F)F)C)C)O 4-(benzyloxy)-6-((2R,3S,4S,5R)-3-(3,4-difluoro-2-methoxyphenyl)-4,5-dimethyl-5-(trifluoromethyl)tetrahydrofuran-2-yl)-2-methylpyridin-3-ol